(2-(Benzyloxy)-4-(difluoromethyl)-6-hydroxyphenyl)(8-(cyclopentylamino)-6-(2-(dimethylamino)ethoxy)-3,4-dihydroisoquinolin-2(1H)-yl)methanone C(C1=CC=CC=C1)OC1=C(C(=CC(=C1)C(F)F)O)C(=O)N1CC2=C(C=C(C=C2CC1)OCCN(C)C)NC1CCCC1